2-(4-(5-chloro-2-(1H-tetrazol-1-yl)phenyl)-2,5-dioxapiperazin-1-yl)-N-(2-(difluoromethyl)-2H-indazol-5-yl)-3-phenylpropionamide ClC=1C=CC(=C(C1)N1CON(CO1)C(C(=O)NC1=CC2=CN(N=C2C=C1)C(F)F)CC1=CC=CC=C1)N1N=NN=C1